tertbutyl 4-(4-bromo-3-ethoxy-pyrazol-1-yl)piperidine-1-carboxylate BrC=1C(=NN(C1)C1CCN(CC1)C(=O)OC(C)(C)C)OCC